N-(2-(4-((R)-4-cyclopropyl-2-methylpiperazine-1-yl)piperidine-1-yl)-5-((6-((R)-3-(3,5-difluorophenyl)-isoxazolidine-2-yl)pyrimidine-4-yl)amino)-4-methoxyphenyl)acrylamide C1(CC1)N1C[C@H](N(CC1)C1CCN(CC1)C1=C(C=C(C(=C1)OC)NC1=NC=NC(=C1)N1OCC[C@@H]1C1=CC(=CC(=C1)F)F)NC(C=C)=O)C